N1C=NC=C1\C=C\1/C(NC2=CC=C(C=C12)OC)=O (3Z)-3-(1H-imidazol-5-ylmethylidene)-5-methoxy-1H-indol-2-one